Cl.Cl.CC1=CC2=C(N(C=N2)CCC[C@H]2NCCC[C@@H]2O)C=C1C (2R,3S)-2-(3-(5,6-dimethyl-1H-benzo[d]imidazol-1-yl)propyl)piperidin-3-ol dihydrochloride